CC1=C(C=CC(=C1)NCCCCCCSC1=CC=NC2=CC(=CC=C12)C(F)(F)F)N1CCC(CC1)N 1-(2-Methyl-4-((6-((7-(trifluoromethyl)quinolin-4-yl)thio)hexyl)amino)phenyl)piperidin-4-amine